C(C)OC1=C(O[C@H]2CN(CCC2)C2=CN=CC(=N2)NC2=CC=CC(=N2)N2CC(CCC2)C(=O)O)C=CC=C1 1-(6-((6-((R)-3-(2-ethoxyphenoxy)piperidin-1-yl)pyrazin-2-yl)amino)pyridin-2-yl)piperidine-3-carboxylic acid